5-(tert-butyl)-2-nitrophenol C(C)(C)(C)C=1C=CC(=C(C1)O)[N+](=O)[O-]